O=C1NC(CCC1C=1C=C(C=CC1)N1CCC2(CCN(CC2)C(=O)OC(C)(C)C)CC1)=O tert-butyl 9-(3-(2,6-dioxopiperidin-3-yl)phenyl)-3,9-diazaspiro[5.5]undecane-3-carboxylate